N-(1-cyclopropylpent-4-enyl)-5-nitro-3-(trifluoromethyl)pyridin-2-amine C1(CC1)C(CCC=C)NC1=NC=C(C=C1C(F)(F)F)[N+](=O)[O-]